1-(4-(4-(2,6-difluorobenzyl)-5-oxo-4,5-dihydro-1H-1,2,4-triazol-1-yl)-2-fluorobenzyl)-2,5-dimethyl-1H-imidazole-4-carboxylic acid FC1=C(CN2C=NN(C2=O)C2=CC(=C(CN3C(=NC(=C3C)C(=O)O)C)C=C2)F)C(=CC=C1)F